tert-butyl (R)-(1-(3-(2-(4-(3-chlorophenyl)piperazin-1-yl)ethyl)-1-oxo-2,8-diazaspiro[4.5]decan-8-yl)-2-methyl-1-oxopropan-2-yl)carbamate ClC=1C=C(C=CC1)N1CCN(CC1)CC[C@@H]1NC(C2(C1)CCN(CC2)C(C(C)(C)NC(OC(C)(C)C)=O)=O)=O